C(C)C(CN1C[C@H](CCC1)N1C(NC2=C1C=C(C(=C2)C=2C=C(C=1N(C2)N=CN1)OC)C(C)C)=O)CC (S)-1-(1-(2-Ethylbutyl)piperidin-3-yl)-6-isopropyl-5-(8-methoxy-[1,2,4]triazolo[1,5-a]pyridin-6-yl)-1,3-dihydro-2H-benzo[d]imidazol-2-on